N-fluorodiphenyl-sulfimide FN=S(C1=CC=CC=C1)C1=CC=CC=C1